C1(CCCC1)C=1SC(=CN1)C1=C(C(=O)OC)C=C(C=C1)NC(=O)C1(CC1)C1=C(C=C(C=C1)C(F)(F)F)F Methyl 2-(2-cyclopentyl-1,3-thiazol-5-yl)-5-[({1-[2-fluoro-4-(trifluoromethyl) phenyl]cyclopropyl}carbonyl) amino]benzoate